2-{[4-({3-[(2-chloro-4-methylphenyl)(methyl)amino]phenyl}methylidene)pyridin-1-yl]methyl}-1-{[(2S)-oxetan-2-yl]methyl}-1H-1,3-benzodiazole-6-carboxylic acid ClC1=C(C=CC(=C1)C)N(C=1C=C(C=CC1)C=C1C=CN(C=C1)CC1=NC2=C(N1C[C@H]1OCC1)C=C(C=C2)C(=O)O)C